Tert-Butyl N-[2-({4-[4-(4-Cyclopropoxy-6-Methylpyridine-3-Amido)-2,6-Difluorophenoxy]Quinolin-7-yl}Oxy)Ethyl]-N-Methylcarbamate C1(CC1)OC1=C(C=NC(=C1)C)C(=O)NC1=CC(=C(OC2=CC=NC3=CC(=CC=C23)OCCN(C(OC(C)(C)C)=O)C)C(=C1)F)F